C(C)OC(=O)C1(CN=C(O1)NC1=C2CCCC2=CC=2CCCC12)C1=CC=CC=C1 ((1,2,3,5,6,7-hexahydro-s-indacen-4-yl)amino)-5-phenyl-4,5-dihydrooxazole-5-Carboxylic acid ethyl ester